O=C1CC=C2C=CC=CN12 3-Oxo-3,4-dihydro-indolizine